FC=1C=C(C=CC1F)C=1C=C(C=NC1)OC=1C=CC(=C(C#N)C1)OC(C)C1=CC=C(C=C1)S(=O)(=O)C 5-((5-(3,4-difluorophenyl)pyridin-3-yl)oxy)-2-(1-(4-(methylsulfonyl)phenyl)ethoxy)benzonitrile